N-[4-(4-[[2-(dimethylamino)ethyl]amino]-3-methyl-1H-pyrazolo[3,4-d]pyrimidin-6-yl)-2-fluorophenyl]-2,5-difluorobenzenesulfonamide CN(CCNC1=C2C(=NC(=N1)C1=CC(=C(C=C1)NS(=O)(=O)C1=C(C=CC(=C1)F)F)F)NN=C2C)C